N-({5-cyano-6-[2-(tetrahydro-2H-pyran-4-yl)ethoxy]pyridin-3-yl}sulfonyl)-2-(1H-pyrrolo[2,3-b]pyridin-5-yloxy)benzamide C(#N)C=1C=C(C=NC1OCCC1CCOCC1)S(=O)(=O)NC(C1=C(C=CC=C1)OC=1C=C2C(=NC1)NC=C2)=O